1,2-difluorodecane FCC(CCCCCCCC)F